ClC1=C(C=CC=C1)C1=NOC(=C1C(=O)OC)C=1C=NN(C1C)C[C@H](C)O methyl (S)-3-(2-chlorophenyl)-5-(1-(2-hydroxypropyl)-5-methyl-1H-pyrazol-4-yl)isoxazole-4-carboxylate